potassium ferrocyanide salt [Fe-4](C#N)(C#N)(C#N)(C#N)(C#N)C#N.[K+].[K+].[K+].[K+]